(3-methyl-3-oxetanyl)methanol CC1(COC1)CO